C(C)(C)N1N=CC(=C1C=1N=C(C=2C(N1)=CN(N2)C)N(CC2=CC=C(C=C2)C=2N(C=C(N2)C(F)(F)F)C)C)OC 5-(1-isopropyl-4-methoxy-1H-pyrazol-5-yl)-N,2-dimethyl-N-(4-(1-methyl-4-(trifluoromethyl)-1H-imidazol-2-yl)benzyl)-2H-pyrazolo[4,3-d]pyrimidin-7-amine